ClC1=CC(=C(COC2=CC=CC(=N2)C=2C=CC(=C3C=CNC23)CC2=NC3=C(N2C[C@H]2OCC2)C=C(C=C3)C(=O)O)C=C1)F (S)-2-((7-(6-((4-chloro-2-fluorobenzyl)oxy)pyridin-2-yl)-1H-indol-4-yl)methyl)-1-(oxetane-2-ylmethyl)-1H-benzo[d]imidazole-6-carboxylic acid